ClC=1C=C(C(=O)NC2=C(C=C(C(=C2)C2=CC=C(C=C2)N2CCOCC2)F)N2C[C@@H](CC2)N(C)C)C=C(C1)Cl |r| 3,5-dichloro-N-[4-fluoro-5-(4-morpholin-4-ylphenyl)-2-[rac-(3R)-3-(dimethylamino)pyrrolidin-1-yl]phenyl]benzamide